C1(=CC=CC=C1)N=NC1=CC=C(OCCCCCCCCCCCCOC(C=C)=O)C=C1 12-(4-(phenyl diazenyl) phenoxy)-dodecyl-acrylate